6-[6-methoxy-5-({[(1S,2R)-2-phenylcyclopropyl]methyl}-carbamoyl)pyridin-3-yl]-N-methyl-1H-indazole-3-carboxamide COC1=C(C=C(C=N1)C1=CC=C2C(=NNC2=C1)C(=O)NC)C(NC[C@@H]1[C@@H](C1)C1=CC=CC=C1)=O